Ethyl (R)-2-hydroxy-3-(4-(4,4,5,5-tetramethyl-1,3,2-dioxaborolan-2-yl)phenoxy)propanoate O[C@@H](C(=O)OCC)COC1=CC=C(C=C1)B1OC(C(O1)(C)C)(C)C